BrC1=C(C(=CC(=C1)C(C(F)(F)F)(C(F)(F)F)F)SC)NC(C1=CC(=C(C=C1)F)NCC1CC1)=O N-[2-bromo-4-(perfluoroisopropyl)-6-methylthiophenyl]-3-(cyclopropylmethylamino)-4-fluorobenzamide